C(CCCCCCCCCCCCCCCCC)C(C(=O)N)CCCCCC\C=C/CCCCCCCC stearyloleic acid amide